2-oxoethylthioamide O=CCS[NH-]